N-((S)-2-(dimethylamino)-3-(4-hydroxy-2-methylphenyl)propyl)-3-(pyridin-3-yl)-3-(1-(trifluoromethyl)cyclopropyl)propanamide CN([C@H](CNC(CC(C1(CC1)C(F)(F)F)C=1C=NC=CC1)=O)CC1=C(C=C(C=C1)O)C)C